2-chlorothiophene-5-carbonyl chloride ClC=1SC(=CC1)C(=O)Cl